FC1=C(C(=CC=C1)OC)C1=C(C=NC(=C1)C)C(=O)NC=1SC(=NN1)OCC1=NC=C(C=C1)SC 4-(2-fluoro-6-methoxyphenyl)-6-methyl-N-(5-((5-(methylsulfanyl)pyridin-2-yl)methoxy)-1,3,4-thiadiazol-2-yl)pyridine-3-carboxamide